C1=CC=C(C=C1)NOP(=S)(ONC2=CC=CC=C2)S dianilinodithiophosphoric acid